BrC1=CC=C2C=C(C(=NC2=C1F)OCC1=CC=C(C=C1)OC)C(=O)OC methyl 7-bromo-8-fluoro-2-((4-methoxybenzyl)oxy)quinoline-3-carboxylate